17α-hydroxy-21-[4-[2,6-bis(dimethylamino)-4-pyrimidinyl]-1-piperazinyl]pregna-4,9(11)-diene-3,20-dione O[C@]1(C(CN2CCN(CC2)C2=NC(=NC(=C2)N(C)C)N(C)C)=O)CC[C@H]2[C@@H]3CCC4=CC(CC[C@]4(C)C3=CC[C@]12C)=O